bicyclodecyl diisocyanate [N-]=C=O.[N-]=C=O.C1(CCCCCCCCC1)C1CCCCCCCCC1